(S)-5-(((1-Acetylpiperidin-4-yl)amino)methyl)-N-(2-chloro-3-(3-chloro-2-(3-methoxy-4-((((5-oxopyrrolidin-2-yl)methyl)amino)methyl)phenyl)pyridin-4-yl)phenyl)picolinamide C(C)(=O)N1CCC(CC1)NCC=1C=CC(=NC1)C(=O)NC1=C(C(=CC=C1)C1=C(C(=NC=C1)C1=CC(=C(C=C1)CNC[C@H]1NC(CC1)=O)OC)Cl)Cl